C(C)(C)OC=1C=C(C=CC1)NC(=O)C=1C=C(SC1)C(=O)NC1=CC(=CC=C1)NS(=O)(=O)C N4-(3-isopropoxyphenyl)-N2-(3-(methylsulfonamido)phenyl)thiophene-2,4-dicarboxamide